C(=O)O[C@H]1CN(C[C@@H](C1)NC1=NN=C(C=2N1C=CC2F)C2=C(C=C(C=C2)C(F)(F)F)O)C (3R,5R)-5-({8-fluoro-1-[2-hydroxy-4-(trifluoromethyl)phenyl]pyrrolo[1,2-d][1,2,4]triazin-4-yl}amino)-1-methylpiperidin-3-ol formate